N-(4-methyl-5-(4-oxo-3-propyl-3,4-dihydro-quinazolin-6-yl)pyridin-2-yl)pentanamide CC1=CC(=NC=C1C=1C=C2C(N(C=NC2=CC1)CCC)=O)NC(CCCC)=O